C(C)(C)N1NCC(=C1)C=1C=C(C=CC1)N(C(=O)[C@@H]1CC[C@H](CC1)OCC(=O)O)C[C@@H]1CC[C@H](CC1)C1=CC(=C(C=C1)OC)C 2-((trans-4-((3-(1-Isopropyl-2H-pyrazol-4-yl)phenyl)((trans-4-(4-methoxy-3-methylphenyl)cyclohexyl)methyl)carbamoyl)-cyclohexyl)oxy)acetic acid